FC1=C(C=CC(=C1)[C@H]1[C@H](COC2=CC(=CC=C12)O)C1=CC=CC=C1)N1CCC(CC1)C=O 1-(2-fluoro-4-((3S,4R)-7-hydroxy-3-phenylchroman-4-yl)phenyl)piperidine-4-carbaldehyde